C(C)(C)(C)OC(=O)N1CCC(CC1)CNC1=C2C(=NC(=N1)NCCN)N(N=C2)C 4-[({6-[(2-aminoethyl)amino]-1-methyl-1H-pyrazolo[3,4-d]pyrimidin-4-yl}amino)methyl]piperidine-1-carboxylic acid tert-butyl ester